C1(CC1)N1C=C2C(NN(C(C2=C(C1=O)OCC)=O)C)=O 6-cyclopropyl-8-ethoxy-2-methyl-2,3-dihydropyrido[3,4-d]pyridazine-1,4,7(6H)-trione